(cyclopropylamino)-8-(4-(difluoromethoxy)phenyl)-6-(2-(2-morpholinoethyl)-2H-indazol-5-yl)pteridin-7(8H)-one C1(CC1)NC1=NC=2N(C(C(=NC2C=N1)C1=CC2=CN(N=C2C=C1)CCN1CCOCC1)=O)C1=CC=C(C=C1)OC(F)F